5-chloro-1-[(2R,5S)-5-(hydroxymethyl)-2,5-dihydrofuran-2-yl]-3H-pyrimidine-2,4-dione ClC=1C(NC(N(C1)[C@@H]1O[C@@H](C=C1)CO)=O)=O